(3-(3-(2,3-Dichlorophenyl)-1H-pyrazolo[3,4-b]pyrazin-6-yl)-7-(thiophen-3-yl)-3-azabicyclo[4.1.0]heptan-7-yl)methanamine ClC1=C(C=CC=C1Cl)C1=NNC2=NC(=CN=C21)N2CC1C(C1CC2)(C2=CSC=C2)CN